(S)-2-(3-(5-(1-amino-1,3-dihydrospiro[indene-2,4'-piperidin]-1'-yl)-6-(hydroxymethyl)pyrazin-2-yl)prop-2-yn-1-yl)isoindoline-5-carboxamide N[C@@H]1C2=CC=CC=C2CC12CCN(CC2)C=2N=CC(=NC2CO)C#CCN2CC1=CC=C(C=C1C2)C(=O)N